BrCC1(CC1)COCC1=CC=CC=C1 [1-(bromomethyl)cyclopropyl]methoxymethylbenzene